C(C1=CC=C(C(=O)OCC(CCCC)CC)C=C1)(=O)OCC Terephthalic acid, ethyl 2-ethylhexyl ester